C1(CC1)C=1N=C(C2=C(N1)NC=C2)N cyclopropyl-7H-pyrrolo[2,3-d]pyrimidin-4-amine